3-(2-amino-[1,2,4]triazolo[1,5-a]pyridin-7-yl)-6-chloro-N-(3-(4-chlorophenyl)-2,2-difluoro-3-hydroxypropyl)-2-fluorobenzamide NC1=NN2C(C=C(C=C2)C=2C(=C(C(=O)NCC(C(O)C3=CC=C(C=C3)Cl)(F)F)C(=CC2)Cl)F)=N1